(1R,6S)-dihydroxycyclohexa-2,4-diene-1,4-dicarboxylate C1=C[C@@]([C@H](C=C1C(=O)O)O)(C(=O)O)O